The molecule is the conjugate base of 2,8-dihydroxy-1,4-naphthoquinone arising from selective deprotonation of the 2-hydroxy group; major species at pH 7.3. It is a conjugate base of a 2,8-dihydroxy-1,4-naphthoquinone. C1=CC2=C(C(=C1)[O-])C(=O)C(=O)C=C2O